7,8-dichloro-6-(2,6-difluoro-3-methoxy-phenyl)-1,4-dimethyl-4H-[1,2,4]triazolo[4,3-a][1,4]benzodiazepine ClC1=C(C=CC2=C1C(=NC(C=1N2C(=NN1)C)C)C1=C(C(=CC=C1F)OC)F)Cl